4-methoxy-6-(methoxymethyl)pyrimidin-2-amine COC1=NC(=NC(=C1)COC)N